Cl.C1(CCC1)N Cyclobutanamine Hydrochloride